5-(3-hydroxypropylamino)-4-(trifluoromethyl)-5,6,7,8-tetrahydro-1H-quinolin-2-one OCCCNC1C=2C(=CC(NC2CCC1)=O)C(F)(F)F